N1=CN=C(C2=CC=CC=C12)N[C@H](C(=O)O)CCN(CC1OCCC1)CCCCC1=NC=2NCCCC2C=C1 (2S)-2-(quinazolin-4-ylamino)-4-((4-(5,6,7,8-tetrahydro-1,8-naphthyridin-2-yl)butyl)((tetrahydrofuran-2-yl)methyl)amino)butanoic acid